BrC1=NC=C(C=C1F)CN1CC(C1)CC(C)(F)F 2-bromo-5-((3-(2,2-difluoropropyl)azetidin-1-yl)methyl)-3-fluoropyridine